3-(5-(2,7-di-tert-butylanthracen-9-yl)-1H-pyrrol-2-yl)-1-(4-methoxyphenyl)-1H-pyrazole C(C)(C)(C)C1=CC2=C(C3=CC(=CC=C3C=C2C=C1)C(C)(C)C)C1=CC=C(N1)C1=NN(C=C1)C1=CC=C(C=C1)OC